8-methyl-[1,2,4]triazolo[1,5-c]pyrimidin-5(6H)-one CC=1C=2N(C(NC1)=O)N=CN2